5-fluoro-4-methoxybenzo[d]thiazol-2-amine-6-d FC=1C(=CC2=C(N=C(S2)N)C1OC)[2H]